FC1=C(C=C(C=C1)C=1C=C2C(=NC1)NC(N2C[C@@H]2OCC2)=O)C(F)(F)F |r| (R/S)-6-[4-Fluoro-3-(trifluoromethyl)phenyl]-1-(oxetan-2-ylmethyl)-3H-imidazo[4,5-b]pyridin-2-on